C(#N)N1[C@H]2CC(C[C@@H]1CC2)N2N=CC(=C2C)C=2C=C(C=1N(C2)N=CC1C#N)OC 6-(1-((1R,3s,5S)-8-Cyano-8-azabicyclo[3.2.1]octan-3-yl)-5-methyl-1H-pyrazol-4-yl)-4-methoxypyrazolo[1,5-a]pyridine-3-carbonitrile